COC(=O)[C@H]1NN(CCC1)C([C@H](CC=1SC=C(N1)Br)NC(=O)OC(C)(C)C)=O (3S)-1-[(2S)-3-(4-bromo-1,3-thiazol-2-yl)-2-[(tert-butoxycarbonyl)amino]propionyl]-1,2-diazacyclohexane-3-carboxylic acid methyl ester